ethyl 3-hydroxy-2-(pyridin-2-yl)-2,4,5,7-tetrahydro-6H-pyrazolo[3,4-c]pyridin-6-carboxylate OC=1N(N=C2CN(CCC21)C(=O)OCC)C2=NC=CC=C2